FC=1C=C(OC2=CC=C(C=N2)C=2C=C3C=NC=NC3=C(C2)C2CN(CC2)C(C=C)=O)C=CC1 1-(3-(6-(6-(3-fluorophenoxy)pyridin-3-yl)quinazolin-8-yl)pyrrolidin-1-yl)prop-2-en-1-one